(R)-2-chloro-N-(5-chloro-1-(difluoromethyl)-6-oxo-1,6-dihydropyridin-3-yl)-8-methyl-8-(trifluoromethyl)-7,8-dihydro-6H-pyrazolo[1,5-a]pyrrolo[2,3-e]pyrimidine-6-carboxamide ClC1=NN2C(N=CC3=C2[C@@](CN3C(=O)NC3=CN(C(C(=C3)Cl)=O)C(F)F)(C(F)(F)F)C)=C1